ethyl 3-(2-bromophenyl)-2-chloroacrylate BrC1=C(C=CC=C1)C=C(C(=O)OCC)Cl